BrC=1N=NN(C1NC(O[C@H](C)C1=CC(=CC=C1)F)=O)C (R)-1-(3-fluorophenyl)ethyl (4-bromo-1-methyl-1H-1,2,3-triazol-5-yl)carbamate